2-aminoethyl (2-(trimethylammonio)ethyl) phosphate P(=O)(OCCN)(OCC[N+](C)(C)C)[O-]